FC(OC1=NC2=CC(=CC(=C2N=C1)B(O)O)C)F (2-(Difluoromethoxy)-7-methylquinoxalin-5-yl)boronic acid